OC1CCN(C=C1)C(=O)OC(C)(C)C tert-Butyl 4-hydroxy-3,4-dihydropyridine-1(2H)-carboxylate